Sodium (S)-4-((3-cyanoazetidin-1-yl)sulfonyl)morpholine-2-carboxylate C(#N)C1CN(C1)S(=O)(=O)N1C[C@H](OCC1)C(=O)[O-].[Na+]